2-((1s,2r)-2-amino-4,4-difluorocyclohexyl)-3-bromo-5-chloro-N-(thiophen-2-ylmethyl)thieno[3,2-b]pyridin-7-amine N[C@H]1[C@H](CCC(C1)(F)F)C1=C(C2=NC(=CC(=C2S1)NCC=1SC=CC1)Cl)Br